BrC=1C=C(C=CC1)N1CCC2=C1N=C(N=C2)N 7-(3-bromophenyl)-6,7-dihydro-5H-pyrrolo[2,3-d]pyrimidin-2-amine